zinc cyanide [C-]#N.[Zn+2].[C-]#N